COC(=O)C1=CC2=C(C3=C(N=C(N=C3NCCCNC)CC3=C(C=CC=C3)C)N2)N=C1 4-((3-(methylamino)propyl)amino)-2-(2-methylbenzyl)-9H-pyrido[2',3':4,5]pyrrolo[2,3-d]pyrimidine-7-carboxylic acid methyl ester